1,1'-(hexane-1,6-diyl)bis(2-ethyl-4-ethyl-5-(2-ethylbutyl)biguanide) C(CCCCCNC(=NCC)NC(=NCC)NCC(CC)CC)NC(=NCC)NC(=NCC)NCC(CC)CC